4-[5-Chloro-2-(4-methoxy-2,3-dimethyl-benzensulfonylamino)-phenylethynyl]-isochinolin ClC=1C=CC(=C(C1)C#CC1=CN=CC2=CC=CC=C12)NS(=O)(=O)C1=C(C(=C(C=C1)OC)C)C